sodium furoic acid O1C(=CC=C1)C(=O)O.[Na]